ClC1=CC(=C(C=C1C=1C=NOC1C)NS(=O)(=O)C=1C=C(C(=O)O)C=CC1C1CC1)OC1CCCC1 3-(N-(4-chloro-2-(cyclopentyloxy)-5-(5-methylisoxazol-4-yl)phenyl)sulfamoyl)-4-cyclopropylbenzoic acid